tert-butyl 7-(2-((4-cyanophenyl)(3,5-difluoro-4-methoxybenzyl)amino)ethyl)-6,8-dioxa-2-azaspiro[3.5]nonane-2-carboxylate C(#N)C1=CC=C(C=C1)N(CCC1OCC2(CN(C2)C(=O)OC(C)(C)C)CO1)CC1=CC(=C(C(=C1)F)OC)F